Rac-7,7,9-trimethyl-9-(nitromethyl)-1,4-dioxaspiro[4.5]decane CC1(CC2(OCCO2)C[C@@](C1)(C[N+](=O)[O-])C)C |r|